CN(C(C(C)OC1=CC=C2C(=CC(OC2=C1)=O)C1=C(C=CC=C1)C)=O)C N,N-dimethyl-2-[4-(o-tolyl)-2-oxo-chromen-7-yl]oxy-propanamide